8-(2-(Difluoromethyl)phenyl)-9-(4-((1-(3-fluoropropyl)azetidin-3-yl)methyl)phenyl)-6,7-dihydro-5H-benzo[7]annulen FC(C1=C(C=CC=C1)C=1CCCC2=C(C1C1=CC=C(C=C1)CC1CN(C1)CCCF)C=CC=C2)F